COC([C@H]1N(CCC1)C(C(CSC(C)=O)CC1=CC2=CC=CC=C2C=C1)=O)=O (3-(acetylthio)-2-(naphthalen-2-ylmethyl)propionyl)-L-proline methyl ester